C(=O)C1=CC(=CC=C1)C=O 1,3-diformylbenzene